2-bromomethyl-1,8-dioxa-3-aza-dibenzo[e,h]azulene BrCC1=NC=2C3=C(OC4=C(C2O1)C=CC=C4)C=CC=C3